COC1=CC=C(C2=C1NC(=N2)NC(=O)N2CC1C(C2)COC1)C1CCOCC1 N-[7-methoxy-4-(oxan-4-yl)-1H-1,3-benzodiazol-2-yl]-hexahydro-1H-furo[3,4-c]pyrrole-5-carboxamide